(1R,4R,7R)-2-{2-[1-(cyclopropylmethyl)-6-[(oxolan-3-yl)methyl]-1H-pyrrolo[2,3-b]pyridin-2-yl]-7-methoxy-1-methyl-1H-1,3-benzodiazole-5-carbonyl}-2-azabicyclo[2.2.1]heptan-7-amine C1(CC1)CN1C(=CC=2C1=NC(=CC2)CC2COCC2)C2=NC1=C(N2C)C(=CC(=C1)C(=O)N1[C@@H]2CC[C@H](C1)[C@H]2N)OC